CCCCCCCCCCC1=CC(=O)C(=C(C1=O)C)C The molecule is a member of the class of 1,4-benzoquinones in which the quinone ring is substituted at positions 2 and 3 by methyl groups and at position 5 by a decyl group. It has a role as a cofactor.